5-(4-((4-(5-((3-((2,6-dimethylphenyl)amino)-1-methyl-1H-pyrazolo[3,4-d]pyrimidine-6-yl)amino)pyridin-2-yl)piperazin-1-yl)methyl)piperidin-1-yl)-2-(2,6-dioxopiperidin-3-yl)isoindolin CC1=C(C(=CC=C1)C)NC1=NN(C2=NC(=NC=C21)NC=2C=CC(=NC2)N2CCN(CC2)CC2CCN(CC2)C=2C=C1CN(CC1=CC2)C2C(NC(CC2)=O)=O)C